C(C)(C)(C)OC(=O)N1C[C@@H](CCC1)NC1=NN=C(C2=CC=CC=C12)C1=C(C=C(C=C1)OC(F)(F)F)OC (R)-3-((4-(2-methoxy-4-(trifluoromethoxy)phenyl)phthalazin-1-yl)amino)piperidine-1-carboxylic acid tert-butyl ester